4-((2-(4-Aminohexahydrocyclopenta[c]pyrrol-2(1H)-yl)-1H-benzo[d]imidazol-1-yl)methyl)benzonitril NC1CCC2CN(CC21)C2=NC1=C(N2CC2=CC=C(C#N)C=C2)C=CC=C1